C(C1=CC=CC=C1)N(C(C(=O)OCC)=O)CC1=NC=C(C=C1C)F ethyl 2-[benzyl-[(5-fluoro-3-methyl-2-pyridyl)methyl]amino]-2-oxo-acetate